CC=1C=C2C(=CN=CC2=CC1)N=C(C1=CC=CC=C1)C1=CC=CC=C1 N-(6-methylisoquinolin-4-yl)-1,1-diphenylmethanimine